CC=1C=NC(=NC1)N1CCN(CC1)C(CCCN1N=C2C(=CC=CC2=C1)C(=O)N)=O 2-(4-(4-(5-Methylpyrimidin-2-yl)piperazin-1-yl)-4-oxobutyl)-2H-indazole-7-carboxamide